(l)-6,8-bis-benzylthio-octanoic acid C(C1=CC=CC=C1)SC(CCCCC(=O)O)CCSCC1=CC=CC=C1